NC(C(=O)NC1=CC=C(C=C1)C1=NNC(=C1C(=O)N)NC1=CC(=NC=C1)OCCOC)C 3-(4-(2-aminopropan-amido)phenyl)-5-((2-(2-methoxyethoxy)pyridin-4-yl)amino)-1H-pyrazole-4-carboxamide